2-FORMYLPHENYLBORONIC ACID C(=O)C1=C(C=CC=C1)B(O)O